C1CC(CCC1CN2C(=O)C=CC2=O)C(=O)ON3C(=O)CCC3=O Succinimidyl-4-(N-maleimidomethyl) cyclohexane-1-carboxylate